1,3-dihydro-spiro[indene-2,4'-piperidine]-3-amine N1CCC2(CC1)CC1=CC=CC=C1C2N